O=S1(C[C@@H](CC1)NC(=O)C=1N=NC(=CC1)OCC=1C(=NOC1C)C=1C=NC(=CC1)C)=O |r| (RS)-N-(1,1-dioxothiolan-3-yl)-6-((5-methyl-3-(6-methylpyridin-3-yl)-1,2-Oxazol-4-yl)methoxy)pyridazine-3-carboxamide